P(=O)(O)(O)O.N1C=NCC1 imidazoline phosphate salt